3-(4-methoxybenzyl)-2-(2-(methyl-hydroxymethyl)ethyl)-2,3-dihydro-4H-benzo[e][1,3]oxazin-4-one COC1=CC=C(CN2C(OC3=C(C2=O)C=CC=C3)CCC(O)C)C=C1